COC(=O)C=1C=CC(=NC1)C1=NC=C(C=C1)C(=O)OC 2,2'-bipyridyl-5,5'-dicarboxylic acid dimethyl ester